4-(1-((3s,5s)-5,7'-dimethyl-6'-(pyrimidin-2-yl)-3',4'-dihydro-1'h-spiro[pyrrolidin-3,2'-[1,8]naphthyridin]-1-yl)-1-oxopropan-2-yl)-6-methoxynicotinonitrile C[C@H]1C[C@]2(NC3=NC(=C(C=C3CC2)C2=NC=CC=N2)C)CN1C(C(C)C1=CC(=NC=C1C#N)OC)=O